tert-butyl 7-(1-(tert-butoxycarbonyl)-1,2,3,6-tetrahydropyridin-4-yl)-1-(cyclopropylmethyl)-1H-indole-2-carboxylate C(C)(C)(C)OC(=O)N1CCC(=CC1)C=1C=CC=C2C=C(N(C12)CC1CC1)C(=O)OC(C)(C)C